OC=1C=C(CNC2=C3N=CN(C3=NC=N2)[C@H]2[C@@H](O)[C@H](O)[C@H](O2)CO)C=C(C1)OC 6-(3-hydroxy-5-methoxybenzylamino)-9-β-D-arabinofuranosylpurine